F[C@]1(CN(CC[C@H]1O)C1=C(C=CC=C1)C1=NC=CC(=N1)NC=1N=CC2=C(N=CC(=C2C1)[C@@H](CO)C)N1[C@H](CC1)C)C (3S,4R)-3-fluoro-1-(4-((5-((S)-1-hydroxy-propan-2-yl)-8-((S)-2-methylazetidin-1-yl)-2,7-naphthyridin-3-yl)amino)pyrimidine-2-ylPhenyl)-3-methylpiperidin-4-ol